2-((4'-bromo-[1,1'-biphenyl]-4-yl)oxy)but-3-en-1-ol BrC1=CC=C(C=C1)C1=CC=C(C=C1)OC(CO)C=C